CC(CCOC1=CC=C(C=C1)O)CCC=C(CC)C 4-((3,7-dimethylnon-6-en-1-yl)oxy)phenol